trans-3-fluoro-5-[(3S)-2-[4-[(2-methylpyrazol-3-yl)methyl]cyclohexanecarbonyl]isoxazolidin-3-yl]benzonitrile FC=1C=C(C#N)C=C(C1)[C@H]1N(OCC1)C(=O)[C@@H]1CC[C@H](CC1)CC=1N(N=CC1)C